n-methoxy-4-((5-fluoro-2-methoxy-3-(5-methylpyrazin-2-yl)phenyl)amino)-6-((6-fluoro-2-methylpyridin-3-yl)amino)nicotinamide CONC(C1=CN=C(C=C1NC1=C(C(=CC(=C1)F)C1=NC=C(N=C1)C)OC)NC=1C(=NC(=CC1)F)C)=O